ONC(=N)C1(CC1)C1=CC=C(C=C1)OC(C(F)F)(F)F N-hydroxy-1-(4-(1,1,2,2-tetrafluoroethoxy)phenyl)cyclopropane-1-carboximidamide